C(C)(C)(C)C=1C=C(C=C(C1O)C)CCC(=O)OCC(C)(C)C1OCC2(CO1)COC(OC2)C(COC(CCC2=CC(=C(C(=C2)C)O)C(C)(C)C)=O)(C)C 3,9-Bis[2-(3-(3-tert-butyl-4-hydroxy-5-methylphenyl)propionyloxy)-1,1-dimethylethyl]-2,4,8,10-tetraoxaspiro[5.5]undecane